C/1=C\CCCCCC1.N1=NN=NC=C1 tetrazine compound with trans-cyclooctene